C(C)(C)C1CCC=C(C1)CCC1OCCO1 2-(2-(5-isopropyl-cyclohex-1-en-1-yl)ethyl)-1,3-dioxolan